(3-{[2-(3-Fluoropyridin-4-yl)-1,7-naphthyridin-4-yl]Amino}-3-methylbutyl)dimethylamine FC=1C=NC=CC1C1=NC2=CN=CC=C2C(=C1)NC(CCN(C)C)(C)C